(S)-2-cyclopropyl-4-(1-phenylethylamino)-2,3-dihydro-1H-pyrrolo[3,4-c]pyridin-1-one C1(CC1)N1CC=2C(=NC=CC2C1=O)N[C@@H](C)C1=CC=CC=C1